C[C@H]1N(C2=C(C=CC=C2N(C1)C)C)S(=O)(=O)C1=C(C=C(C=C1)N1C=NC(=C1)C)C (2R)-2,4,8-trimethyl-1-[2-methyl-4-(4-methylimidazol-1-yl)phenyl]sulfonyl-2,3-dihydroquinoxaline